N-(3-cyanophenyl)-5-hydroxy-5-(2-methylphenyl)-octahydrocyclopenta[c]pyrrole-2-carboxamide C(#N)C=1C=C(C=CC1)NC(=O)N1CC2C(C1)CC(C2)(C2=C(C=CC=C2)C)O